benzyl (3-((tert-butoxycarbonyl)amino)propyl)(2-((3-chloro-4-fluorophenyl)amino)ethyl)carbamate C(C)(C)(C)OC(=O)NCCCN(C(OCC1=CC=CC=C1)=O)CCNC1=CC(=C(C=C1)F)Cl